ICC(=O)[O-] iodoacetate